3-(6,7-dihydropyrazolo[1,5-a]pyrimidin-4(5H)-yl)-6-(2,5,6-trimethylpyrimidin-4-yl)-5,6,7,8-tetrahydro-1,6-naphthyridine N1=CC=C2N1CCCN2C=2C=NC=1CCN(CC1C2)C2=NC(=NC(=C2C)C)C